O[C@@H](C(=O)O)CC1=NC=C(C=C1)C(F)(F)F (2R)-2-hydroxy-3-[5-(trifluoromethyl)pyridin-2-yl]Propionic acid